FC=1C=C2CN(CC2=CC1)C(CNC12CC3(CC(CC(C1)C3)C2)OC(=O)N[C@@H](CCSC)C(=O)OC)=O Methyl (((3-((2-(5-fluoroisoindolin-2-yl)-2-oxoethyl)amino)adamantan-1-yl)oxy)carbonyl)-L-methioninate